[C@@H]1([C@H](S)[C@H](O)[C@@H](CO)O1)N1C=CC=2C(=O)NC(N)=NC12 thio-7-deazaguanosine